C1(CCCC1)C1=NC(=NC=N1)NCC1=C(N=NN1C)C1=CC=C(C(=N1)C)O[C@@H]1C[C@H](CCC1)C(=O)O (1S,3S)-3-((6-(5-(((4-cyclopentyl-1,3,5-triazin-2-yl)amino)methyl)-1-methyl-1H-1,2,3-triazol-4-yl)-2-methylpyridin-3-yl)oxy)cyclohexane-1-carboxylic acid